C(C)(C)(C)OC(=O)N1CCC(CC1)C1=C(C(=C(C=C1)NC1C(N(C(CC1)=O)CC1=CC=C(C=C1)OC)=O)N)SCC1=CC=CC=C1 tert-butyl-4-(3-amino-2-(benzylthio)-4-((1-(4-methoxybenzyl)-2,6-dioxopiperidin-3-yl)amino)phenyl)piperidine-1-carboxylate